1-ethyl-3-butylpyridinium methanesulfonate CS(=O)(=O)[O-].C(C)[N+]1=CC(=CC=C1)CCCC